C(C)(C)C1=CC2=C(N=C(S2)NC2=NC=CC(=C2)N2CCN(CC2)CCOC)C=C1 6-isopropyl-N-(4-(4-(2-methoxyethyl)piperazin-1-yl)pyridin-2-yl)benzo[d]thiazol-2-amine